C1=CN2[C@H]3[C@H]([C@@H]([C@H](O3)CO)O)OC2=NC1=O 2,2'-anhydrouridine